C[C@@H]1CN2C(O1)=C(C=N2)[S@@](=O)(N)=NC(NC2=C1C(=CC=3CCCC23)C[C@H]1C)=O (R,2R)-2-methyl-N'-(((R)-2-methyl-2,4,5,6-tetrahydro-1H-cyclobuta[f]inden-3-yl)carbamoyl)-2,3-dihydropyrazolo[5,1-b]oxazole-7-sulfonimidamide